ClCC1=CC(=NC(=C1C(F)(F)F)C)N1C(C2=CC(=CC=C2C1)C1=C(C=C(C=C1)F)C1=NN=CN1C)=O 2-(4-(Chloromethyl)-6-methyl-5-(trifluoromethyl)pyridin-2-yl)-6-(4-fluoro-2-(4-methyl-4H-1,2,4-triazol-3-yl)phenyl)isoindolin-1-one